FC1=C(C=C(C=C1)C1=NC=NC2=CC(=CC=C12)N1CCOCC1)C(O)C1=C2N=CN(C2=NC=N1)C [2-Fluoro-5-(7-morpholin-4-yl-quinazolin-4-yl)-phenyl]-(9-methyl-9H-purin-6-yl)-methanol